3-((1-(2-Fluorophenethyl)piperidin-4-yl)(pyridin-3-yl)amino)phenol FC1=C(CCN2CCC(CC2)N(C=2C=C(C=CC2)O)C=2C=NC=CC2)C=CC=C1